C1(=CC(=CC=C1)C1CC2(C1)CCN(CC2)C(=O)C2CC1(C2)NC(OC1)=O)C 2-[2-(m-Tolyl)-7-azaspiro[3.5]nonane-7-carbonyl]-7-oxa-5-azaspiro[3.4]octan-6-one